(1R,2R)-N-(6-((S)-1-cyanospiro[2.2]pentan-1-yl)-7-fluoroisoquinolin-3-yl)-2-(pyridin-2-yl)cyclopropane-1-carboxamide C(#N)[C@]1(CC12CC2)C=2C=C1C=C(N=CC1=CC2F)NC(=O)[C@H]2[C@@H](C2)C2=NC=CC=C2